BrC=1C=C(C(=CC1)O)O 4-bromo-1,2-benzenediol